C(C)[NH+]1CN(CCC1)C N-ethyl-N'-methyltetrahydropyrimidinium